N-(1-methyl-2,5-dioxopyrrolidin-3-yl)-5,6-dihydro-4H-thieno[2,3-c]pyrrole-2-carboxamide CN1C(C(CC1=O)NC(=O)C1=CC2=C(CNC2)S1)=O